5-methylbenzothiopheno[2,3-g]isoquinolin-9-ol CC1=C2C=CN=CC2=CC2=C1SC1=C2C=C(C=C1)O